C(C)OCOC1=C(C=CC(=C1)C=O)C1=C(N=C[N+](=N1)[O-])C 6-(2-(ethoxymethoxy)-4-formylphenyl)-5-methyl-1,2,4-triazin-2-oxide